(S,E)-8-(2-chloro-4-methylphenyl)-9-(4-((1-(4-(dimethylamino)-4-oxobut-2-en-1-yl)pyrrolidin-3-yl)oxy)phenyl)-6,7-dihydro-5H-benzo[7]annulene-3-carboxylic acid ClC1=C(C=CC(=C1)C)\C=1\CCCC2=C(/C1/C1=CC=C(C=C1)O[C@@H]1CN(CC1)CC=CC(=O)N(C)C)C=CC(=C2)C(=O)O